ClC1=NC=C(C=N1)OCC1=C(C(=CC(=C1F)OC)OC)F 2-chloro-5-((2,6-difluoro-3,5-dimethoxybenzyl)oxy)Pyrimidine